C1(CC1)N1N=CC(=C1)[C@@H]1O[C@@H](C[C@@H](C1)C1=CC=2C(=NC=C(N2)C)C(=N1)C12CC(C1)(C2)C)C 7-((2R,4S,6R)-2-(1-cyclopropyl-1H-pyrazol-4-yl)-6-methyltetrahydro-2H-pyran-4-yl)-2-methyl-5-(3-methylbicyclo[1.1.1]pentan-1-yl)pyrido[3,4-b]pyrazine